4-(aminomethyl)-6-(5-(cyclopropylmethoxy)pyridin-3-yl)phthalazin-1(2H)-one NCC1=NNC(C2=CC=C(C=C12)C=1C=NC=C(C1)OCC1CC1)=O